S1C(=NC2=C1C=CC=C2)N2NC=1C(=C(N(C(C1)=O)CC=1OC=CC1)C)C2=O 2-(benzo[d]thiazol-2-yl)-5-(furan-2-ylmethyl)-4-methyl-1H-pyrazolo[4,3-c]pyridine-3,6(2H,5H)-dione